ClC=1C(=C(CN2CCC(CC2)(C(=O)O)CC2=NC(=CC(=C2F)N2CC(C2)O)NC2=NNC(=C2)C)C=CC1)F 1-(3-chloro-2-fluorobenzyl)-4-((3-fluoro-4-(3-hydroxyazetidin-1-yl)-6-((5-methyl-1H-pyrazol-3-yl)amino)pyridin-2-yl)methyl)piperidine-4-carboxylic acid